ClC1=CC(=C(C=C1)NC(OCC)=O)C(N[C@H](C(C(=O)NC)=O)C[C@H]1C(NCC1)=O)=O ethyl N-[4-chloro-2-[[(1S)-3-(methylamino)-2,3-dioxo-1-[[(3S)-2-oxopyrrolidin-3-yl]methyl]propyl]carbamoyl] phenyl]carbamate